C(C(=C)C)(=O)OCCCOC(C(=C)C)=O propane-1,3-diol dimethacrylate